N-(3-aminopropyl)-3-bromoaniline NCCCNC1=CC(=CC=C1)Br